3-ethyl-resorcin C(C)C1(CC(O)=CC=C1)O